(tert-butyloxycarbonyl)valine succinate C(CCC(=O)O)(=O)O.C(C)(C)(C)OC(=O)N[C@@H](C(C)C)C(=O)O